C(CCC)C=1N(C(C(N1)(CCOC)CC)=O)CC1=CC(=C(C=C1)C=1C(=CC=CC1)S(=O)(=O)NC1=NOC(=C1C)C)COCC 4'-((2-butyl-4-ethyl-4-(2-methoxyethyl)-5-oxo-4,5-dihydro-1H-imidazol-1-yl)methyl)-N-(4,5-dimethylisoxazol-3-yl)-2'-(ethoxymethyl)-[1,1'-biphenyl]-2-sulfonamide